(1-(4,5-dimethyl-6-oxo-1,6-dihydropyrimidin-2-yl)-3-methyl-1H-pyrazol-5-yl)-2-chlorobenzamide CC=1N=C(NC(C1C)=O)N1N=C(C=C1C=1C(=C(C(=O)N)C=CC1)Cl)C